CC1=NC(=CC=C1S(=O)(=O)N1CC2(C1)CN(C2)C[C@H]2COCCC2)C(F)(F)F (S)-2-((2-methyl-6-(trifluoromethyl)pyridin-3-yl)sulfonyl)-6-((tetrahydro-2H-pyran-3-yl)methyl)-2,6-diazaspiro[3.3]heptane